2-(2,2-difluoroethoxy)ethane-1-thiol FC(COCCS)F